N-((S)-(7-((R)-Cyclopropyl(2-((1r,3S)-3-fluorocyclobutyl)acetamido)methyl)imidazo[1,2-a]pyrimidin-2-yl)(4,4-difluorocyclohexyl)methyl)-4-methyl-1,2,5-oxadiazole-3-carboxamide C1(CC1)[C@H](C1=NC=2N(C=C1)C=C(N2)[C@@H](NC(=O)C2=NON=C2C)C2CCC(CC2)(F)F)NC(CC2CC(C2)F)=O